2,6-difluoro-4-(5-propyl-2-pyrimidinyl)benzonitrile FC1=C(C#N)C(=CC(=C1)C1=NC=C(C=N1)CCC)F